(E)-7-azaindazol-6(7H)-one N1N=CC=2C=CC(NC12)=O